C(C)(C)(C)C1=CC=C(C=C1)NC1=CC(=NC=N1)N1C[C@H]([C@@H](CC1)N1CC2=CC=CC=C2CC1)O trans-1-(6-((4-tert-butylphenyl)amino)pyrimidin-4-yl)-4-(3,4-Dihydroisoquinolin-2(1H)-yl)piperidin-3-ol